2-(1H-benzotriazol-1-yl)-1,1,3,3-Tetramethyluronium hexafluorophosphate F[P-](F)(F)(F)(F)F.N1(N=NC2=C1C=CC=C2)OC(=[N+](C)C)N(C)C